C(C1=CC=CC=C1)OC(=O)NC1=C(C(=O)OC)C=CC(=C1)I Methyl 2-(((benzyloxy)carbonyl)amino)-4-iodobenzoate